NC1=NC=CC2=C(C=CC=C12)C1=CC=C2[C@H](C[C@@H](C2=C1)OC1=C(C=CC=C1)CC(=O)O)N1CCCCC1 (-)-trans-2-(2-(((1S,3S)-6-(1-aminoisoquinolin-5-yl)-3-(piperidin-1-yl)-2,3-dihydro-1H-inden-1-yl)oxy)phenyl)acetic acid